6-(benzotriazol-2-yl)-4-tert-octylphenol N=1N(N=C2C1C=CC=C2)C2=CC(=CC=C2O)C(C)(C)CC(C)(C)C